4-pyrrolidinylbenzoic acid C1CCN(C1)C2=CC=C(C=C2)C(=O)O